Cl.FC([C@H](C)N)(F)F (2S)-1,1,1-trifluoro-2-propanamine hydrochloride